CC(C1=C(C=C(C(=C1)OC)OCC#C)[N+](=O)[O-])O methyl-2-nitro-4-(2-propyn-1-yloxy)-5-methoxybenzyl alcohol